2-(3-(1-acetylpiperidin-4-yl)-5'-fluoro-1'-methyl-1H,1'H-[4,6'-biindazol]-1-yl)-N-((2-methoxypyrimidin-4-yl)methyl)acetamide C(C)(=O)N1CCC(CC1)C1=NN(C=2C=CC=C(C12)C1=C(C=C2C=NN(C2=C1)C)F)CC(=O)NCC1=NC(=NC=C1)OC